(2S,4R)-1-(2-(3-acetyl-5-(2-(2-methoxyethylamino)pyrimidin-5-yl)-1H-indol-1-yl)acetyl)-N-(2'-chloro-2-fluorobiphenyl-3-yl)-4-fluoropyrrolidine-2-carboxamide C(C)(=O)C1=CN(C2=CC=C(C=C12)C=1C=NC(=NC1)NCCOC)CC(=O)N1[C@@H](C[C@H](C1)F)C(=O)NC=1C(=C(C=CC1)C1=C(C=CC=C1)Cl)F